N1N=NC2=C1C=CC=C2[Na] benzotriazolyl-sodium